N[C@H]1CN(CC1)C1=NC(=NC2=CC(=CC=C12)NC(\C=C\CN(C)C)=O)C (R,E)-N-(4-(3-aminopyrrolidin-1-yl)-2-methylquinazolin-7-yl)-4-(dimethylamino)but-2-enamide